tert-butyl 2-(4-hydroxy-1-indolin-4-yl-4-piperidyl)acetate OC1(CCN(CC1)C1=C2CCNC2=CC=C1)CC(=O)OC(C)(C)C